CC1N2C(CN(C1)CC2)CC 2-methyl-6-ethyl-1,4-diazabicyclo[2.2.2]octane